4-chloro-2-{8-fluoro-2-methylimidazo[1,2-a]pyridin-6-yl}-6-(piperazin-1-yl)-1,8-naphthyridine ClC1=CC(=NC2=NC=C(C=C12)N1CCNCC1)C=1C=C(C=2N(C1)C=C(N2)C)F